ClC=1C=C(C(=O)N2CC=3C(=NN4C3C(N(C[C@H]4C)[C@H](C)C=4C=CC(=NC4)C(=O)NC)=O)C[C@H]2C)C=CC1Cl 5-((R)-1-((3R,7R)-2-(3,4-dichlorobenzoyl)-3,7-dimethyl-10-oxo-1,3,4,7,8,10-hexahydropyrido[4',3':3,4]Pyrazolo[1,5-a]Pyrazin-9(2H)-yl)ethyl)-N-methylpyridineamide